O(C1=CC=CC=C1)C=1C=C(C=CC1)COC(C=C)=O 2-propenoic acid (3-phenoxyphenyl)methyl ester